1-(6,7-dihydro-5H-benzo[6,7]cyclohepta[1,2-c]pyridazin-3-yl)-N3-(2-(4-(piperidin-1-ylmethyl)piperidin-1-yl)pyrimidin-5-yl)-1H-1,2,4-triazole-3,5-diamine N1=NC(=CC2=C1C1=C(CCC2)C=CC=C1)N1N=C(N=C1N)NC=1C=NC(=NC1)N1CCC(CC1)CN1CCCCC1